4-(4-hydroxy-3-methoxy-phenyl)-2-methyl-3,5-diphenyl-4,5-dihydro-1H-pyrrolo[3,4-c]pyrazol-6-one OC1=C(C=C(C=C1)C1N(C(C=2NN(C(C21)C2=CC=CC=C2)C)=O)C2=CC=CC=C2)OC